trans-2-(1-(3-azido-5-(bromomethyl)benzyl)-5-(4-(trifluoromethyl)phenyl)piperidin-3-yl)acetic acid methyl ester COC(C[C@@H]1CN(C[C@H](C1)C1=CC=C(C=C1)C(F)(F)F)CC1=CC(=CC(=C1)CBr)N=[N+]=[N-])=O